OC=1C=C(C=CC1)C=1C(OC2=CC=CC=C2C1C)C1=CC=C(C=C1)OC[C@H](C)N1C[C@H](CC1)C 3-(3-hydroxyphenyl)-4-methyl-2-(4-((S)-2-((S)-3-methylpyrrolidin-1-yl)propoxy)phenyl)-2H-chromen